[C@H]12CN(C[C@H](CC1)N2)C2=NC(=NC1=C(C(=C(C=C21)F)C2=CC(=CC1=CC=C(C(=C21)CC)F)O)F)OC[C@]21CCCN1C[C@@H](C2)F 4-(4-((1R,5S)-3,8-Diazabicyclo[3.2.1]octan-3-yl)-6,8-difluoro-2-(((2R,7aS)-2-fluorotetrahydro-1H-pyrrolizin-7a(5H)-yl)methoxy)quinazolin-7-yl)-5-ethyl-6-fluoronaphthalen-2-ol